CN(/C=C/C1=NC(=NC=C1C(=O)OCC)SC)C (E)-ethyl 4-(2-(dimethylamino)vinyl)-2-(methylthio)pyrimidine-5-carboxylate